butyl 4-[(3aR,4R,6S,6aS)-6-hydroxy-2,2-dimethyl-tetrahydro-3aH-cyclopenta[d][1,3]dioxol-4-yl]-3-methylpiperidine-1-carboxylate O[C@H]1C[C@@H]([C@@H]2[C@H]1OC(O2)(C)C)C2C(CN(CC2)C(=O)OCCCC)C